1-(3,3,3-trifluoropropyl)-urea FC(CCNC(=O)N)(F)F